2-(((1r,3r)-3-aminocyclobutyl)amino)-8-ethoxypyrido[3,4-d]pyrimidine-6-carbonitrile NC1CC(C1)NC=1N=CC2=C(N1)C(=NC(=C2)C#N)OCC